C(C1CO1)OC1=C(C=CC=C1)C1=CC(=CC=C1)C1=C(C=CC=C1)OCC1CO1 1,3-bis(glycidoxyphenyl)benzene